4-[(4-hydroxy-3,5-dimethylphenyl)methyl]-1,2,3-benzenetriol OC1=C(C=C(C=C1C)CC1=C(C(=C(C=C1)O)O)O)C